1-[3-[4-[(5-Cyclopropyl-1H-pyrazol-3-yl)amino]pyrimidin-2-yl]-3-azabicyclo[3.1.1]heptan-1-yl]cyclopropanol C1(CC1)C1=CC(=NN1)NC1=NC(=NC=C1)N1CC2(CC(C1)C2)C2(CC2)O